BrC1=CN=C(C2=CN=C(C=C12)Cl)NCC1=C(C=CC2=C1CCO2)F 4-bromo-6-chloro-N-((5-fluoro-2,3-dihydrobenzofuran-4-yl)methyl)-2,7-naphthyridin-1-amine